[(7α,17β)-17-HYDROXY-7-[9-[(4,4,5,5,5-PENTAFLUOROPENTYL)SULFINYL]NONYL]ESTRA-1,3,5(10)-TRIEN-3-YL]-BORONIC ACID O[C@@H]1[C@]2(C)[C@@H](CC1)[C@@H]1[C@@H](CC=3C=C(C=CC3[C@H]1CC2)B(O)O)CCCCCCCCCS(=O)CCCC(C(F)(F)F)(F)F